C(C)(C)(C)OC(=O)N[C@H](C(=O)O)[C@@H](CC1=CC=CC=C1)O (2S,3R)-2-((tert-butoxycarbonyl)amino)-3-hydroxy-4-phenylbutyric acid